3-(isopropylsulfonyl-1-methyl-1H-pyrazol-4-yl)-pyrimidin-4-amine C(C)(C)S(=O)(=O)C1=NN(C=C1N1CN=CC=C1N)C